6-(5-Methyl-1-(1-((3R)-pyrrolidin-3-yl)azetidin-3-yl)-1H-pyrazol-4-yl)-4-(((R)-1-(pyridin-2-yl)ethyl)amino)pyrazolo[1,5-a]pyridine-3-carbonitrile CC1=C(C=NN1C1CN(C1)[C@H]1CNCC1)C=1C=C(C=2N(C1)N=CC2C#N)N[C@H](C)C2=NC=CC=C2